FC1=CC(=C(C=C1)C1=CC(=CC=C1)C=1OC2=C(N1)C=C(C=C2C(F)(F)F)CNCC(=O)OCC)C2=NN=CN2C Ethyl ((2-(4'-fluoro-2'-(4-methyl-4H-1,2,4-triazol-3-yl)-[1,1'-biphenyl]-3-yl)-7-(trifluoromethyl)benzo[d]oxazol-5-yl)methyl)glycinate